[I-].[NH2+]1CCCC1.[NH2+]1CCCC1.[I-] dipyrrolidinium iodide